(E)-3-phenylprop-2-en-1-yl acetate C(C)(=O)OC\C=C\C1=CC=CC=C1